C(C1=CC=CC=C1)OC(=O)N1CCN(CC1)C1=C(C=C(C(=C1)[N+](=O)[O-])Cl)OC 4-(4-chloro-2-methoxy-5-nitrophenyl)piperazine-1-carboxylic acid benzyl ester